C(#CC)C1=C(C=CC=C1)C(F)(F)F (prop-1-yn-1-yl)-2-(trifluoromethyl)benzene